1-(4-Chloro-2-fluorophenyl)-3-[(3R)-1-{6-[2-(dimethylphosphoryl)phenyl]pyridin-3-yl}-2-oxopiperidin-3-yl]urea ClC1=CC(=C(C=C1)NC(=O)N[C@H]1C(N(CCC1)C=1C=NC(=CC1)C1=C(C=CC=C1)P(=O)(C)C)=O)F